CC1=NC(=CC(=C1)C=1NC2=CC(=CC=C2C1C)C=1C=CC(=NC1)N1CCN(CC1)CC(=O)NC)C 2-(4-(5-(2-(2,6-dimethylpyridin-4-yl)-3-methyl-1H-indol-6-yl)pyridin-2-yl)piperazin-1-yl)-N-methylacetamide